Cl.C(C)SC1=CC=C(C=C1)NN 4-ethylsulfanylphenylhydrazine hydrochloride